NC=1C(=NC(=CN1)Br)CCCNC(OC(C)(C)C)=O tert-butyl (3-(3-amino-6-bromopyrazine-2-yl)propyl)carbamate